[F-].C(CCCCCCC)[NH+]1CC(CC1)CC 1-octyl-3-ethylpyrrolidinium fluoride